C(C)N1N=C(C(=C1)C1=C(C=CC=2C=NOC21)C2=C1C(=CN=C2)SC(=C1)C#N)C(F)(F)F 4-(7-(1-Ethyl-3-(trifluoromethyl)-1H-pyrazol-4-yl)benzo(d)isoxazol-6-yl)thieno(2,3-c)pyridine-2-carbonitrile